C(#N)C1=C(C=C(C=C1)N1[C@H](O[C@@H](C1)COC1=CC=C(C(=O)NC)C=C1)C(F)(F)F)C(F)(F)F 4-(((2R,5S)-3-(4-Cyano-3-(trifluoromethyl)phenyl)-2-(trifluoromethyl)oxazolidin-5-yl)methoxy)-N-methylbenzamid